4-((5-ethoxybenzo[d]thiazol-2-yl)thio)-1H-1,2,3-triazole C(C)OC=1C=CC2=C(N=C(S2)SC=2N=NNC2)C1